4-(3-(3-fluoro-4-morpholinophenyl)-2-methyl-3H-imidazo[4,5-b]pyridin-5-yl)pyridin-2-amine FC=1C=C(C=CC1N1CCOCC1)N1C(=NC=2C1=NC(=CC2)C2=CC(=NC=C2)N)C